CC1N(C2CCCCC2CC1)C(C(=O)NC=1C=C(C=NC1)C(=O)N)=O 5-[2-(2-methyl-Decahydroquinolin-1-yl)-2-oxoacetamido]pyridine-3-carboxamide